diethylaminopropylamine C(C)N(CC)CCCN